citronellyl gamma-hydroxyvalerate OC(CCC(=O)OCCC(C)CCC=C(C)C)C